FC1=CC=C(NC2=NN(C3=C2C=NC(=C3)C(=O)N3CCOCCC3)CC(F)(F)F)C=C1 [3-(4-fluoroanilino)-1-(2,2,2-trifluoroethyl)pyrazolo[4,3-c]pyridin-6-yl]-(1,4-oxazepan-4-yl)methanone